octanedioic acid octanedioate C(CCCCCCC(=O)O)(=O)O.C(CCCCCCC(=O)O)(=O)O